OC(CCOC1=NC(=NC(=C1)C1=CC=C(C=C1)OCCCCC)NS(=O)(=O)C=1C=NN(C1)C)(C)C N-[4-(3-hydroxy-3-methyl-butoxy)-6-(4-pentoxyphenyl)pyrimidin-2-yl]-1-methyl-pyrazole-4-sulfonamide